2-benzyl-7-chloro-6-fluoro-4-methyl-9-(1-methylpyrazol-3-yl)-1,3,4,5-tetrahydropyrido[4,3-b]indole C(C1=CC=CC=C1)N1CC2=C(NC=3C(=C(C=C(C23)C2=NN(C=C2)C)Cl)F)C(C1)C